(R)-6-(2-(2-chlorophenyl)-2-hydroxyacetyl)-2-(1-phenylcyclopropyl)-3,5,6,7-tetrahydro-4H-pyrrolo[3,4-d]pyrimidin-4-one ClC1=C(C=CC=C1)[C@H](C(=O)N1CC=2N=C(NC(C2C1)=O)C1(CC1)C1=CC=CC=C1)O